C(OC=1C(=NC=CC1OC)C(N[C@H](C(=O)NC(=C(C1=CC(=CC(=C1)F)F)C1=CC(=CC(=C1)F)F)C)C)=O)(OCC)=O (S)-2-((1-((1,1-bis(3,5-difluorophenyl)prop-1-en-2-yl)amino)-1-oxopropan-2-yl)carbamoyl)-4-methoxypyridin-3-yl ethyl carbonate